ClC1=C(C=2C3=C(C4CON=C14)C(CCN3N=C(N2)SC)F)F 8-chloro-1,7-difluoro-5-(methylthio)-2,3,11,11a-tetrahydro-1H-10-oxa-3a,4,6,9-tetraazanaphtho[1,8-ef]azulene